2-benzyl-6-methoxy-3,4-dihydro-isoquinolin-1(2H)-one C(C1=CC=CC=C1)N1C(C2=CC=C(C=C2CC1)OC)=O